NC(C(=O)OO)CCCC aminoperoxyhexanoic acid